N-hexyl-acryloyloxyethyl-tri(undecyl)ammonium chloride [Cl-].C(CCCCC)[N+](CCCCCCCCCCCCCOC(C=C)=O)(CCCCCCCCCCC)CCCCCCCCCCC